8-(6-methoxypyridin-3-yl)-1-(4-(4-(2-morpholinoethyl)-piperazin-1-yl)-3-trifluoromethylphenyl)-1,5-dihydro-4H-[1,2,3]triazolo[4,5-c]quinolin-4-one COC1=CC=C(C=N1)C1=CC=2C3=C(C(NC2C=C1)=O)N=NN3C3=CC(=C(C=C3)N3CCN(CC3)CCN3CCOCC3)C(F)(F)F